5-fluoro-6-(4,4,5,5-tetramethyl-1,3,2-dioxaborolan-2-yl)-2H-benzo[b][1,4]oxazin-3(4H)-one FC1=C(C=CC=2OCC(NC21)=O)B2OC(C(O2)(C)C)(C)C